Undecyl 10-Bromodecanoate BrCCCCCCCCCC(=O)OCCCCCCCCCCC